CC(C)[C@H]([C@H](CC=C)C)O (3R,4S)-2,4-DIMETHYLHEPT-6-EN-3-OL